C(N)(=O)C=1N(C2=CC(=CC=C2C1)OC(F)(F)F)C=1C=C(C=CC1)C(CC(=O)O)(C)C 3-(3-(2-carbamoyl-6-(trifluoromethoxy)-1H-indol-1-yl)phenyl)-3-methylbutanoic acid